C1CCC2=CC(=CC=C12)NC1CCC(CC1)N N1-(2,3-dihydro-1H-inden-5-yl)cyclohexane-1,4-diamine